C(C)(C)(C)OC(=O)N1CC=2N=C(N=C(C2CC1)N1C[C@@H](CCC1)N)N1CCOCC1 (R)-4-(3-aminopiperidin-1-yl)-2-morpholino-5,8-dihydropyrido[3,4-d]pyrimidine-7(6H)-carboxylic acid tert-butyl ester